FC=1C(=CC2=C(N=C(S2)C2=C3N=CC(=NC3=CC(=C2)C)OC)C1)O[C@H]1CCC([C@H]1O)(C)C |r| rac-cis-5-((5-fluoro-2-(2-methoxy-7-methylquinoxalin-5-yl)benzo[d]thiazol-6-yl)oxy)-2,2-dimethylcyclopentanol